(4-methoxybenzyl)(quinolin-8-yl)amine COC1=CC=C(CNC=2C=CC=C3C=CC=NC23)C=C1